(R)-1-(2-chloropyridin-3-yl)ethyl (1-methyl-4-(5-(spiro[3.3]heptane-2-carboxamido) pyridin-2-yl)-1H-1,2,3-triazol-5-yl)carbamate CN1N=NC(=C1NC(O[C@H](C)C=1C(=NC=CC1)Cl)=O)C1=NC=C(C=C1)NC(=O)C1CC2(C1)CCC2